chloro-4''-((2,4-difluorobenzyl)oxy)-3-(2-hydroxypropan-2-yl)-5',6''-dimethyl-2H,2''H-[1,2':4',1''-terpyridin]-2,2''-dione ClC1=C(C(N(C=C1)C1=NC=C(C(=C1)N1C(C=C(C=C1C)OCC1=C(C=C(C=C1)F)F)=O)C)=O)C(C)(C)O